2-[5-acetamido-3-(4-methoxyphenyl)-1H-pyrazol-1-yl]thiazole-4-carboxylic acid C(C)(=O)NC1=CC(=NN1C=1SC=C(N1)C(=O)O)C1=CC=C(C=C1)OC